O1C(CCCC1)OCCCC1(N=C(NN1)N)NC1=CC(=C(C(=C1)OC)OC)OC 5-(3-((tetrahydro-2H-pyran-2-yl)oxy)propyl)-N5-(3,4,5-trimethoxyphenyl)-1H-1,2,4-triazole-3,5-diamine